C(N)([Se-])=[Se] diselenocarbamate